Cl.FC([C@@H]1CNCC1)(F)F (3S)-3-(trifluoromethyl)pyrrolidine hydrochloride